O1CC(CC2=CC=CC=C12)C(=O)N chroman-3-formamide